CN(C(OCOP(=O)(OCC1=CC=CC=C1)OCC1=CC=CC=C1)=O)CCNC ((bis(benzyloxy)phosphoryl)oxy)methyl methyl(2-(methylamino)ethyl)carbamate